(2-azaspiro[3.3]heptan-2-yl)aniline C1N(CC12CCC2)NC2=CC=CC=C2